O1C=2C(OCC1COCCC(S(=O)(=O)[O-])CC)=CSC2.[Na+] sodium 3-[(2,3-dihydrothieno[3,4-b][1,4]dioxin-2-yl) methoxy]-1-ethyl-1-propanesulfonate